cis-N-(4-chloro-3-(1-methyl-1H-1,2,4-triazol-3-yl)phenyl)-1-(hydrazinecarbonyl)-3-methyl-6-azabicyclo[3.1.1]heptane-6-carboxamide ClC1=C(C=C(C=C1)NC(=O)N1C2CC(CC1(C2)C(=O)NN)C)C2=NN(C=N2)C